(1S,2S)-2-(ethoxycarbonyl)cyclopropane-1-carboxylic Acid C(C)OC(=O)[C@@H]1[C@H](C1)C(=O)O